3-amino-1-(hydroxyamino)-3-methyl-1-oxobutan NC(CC(=O)NO)(C)C